(S)-1-(2-((6-((6-methoxy-1,2,3,4-tetrahydroisoquinolin-7-yl)amino)-1H-pyrazolo[3,4-d]pyrimidin-1-yl)methyl)pyrrolidin-1-yl)ethan-1-one hydrochloride Cl.COC=1C=C2CCNCC2=CC1NC1=NC=C2C(=N1)N(N=C2)C[C@H]2N(CCC2)C(C)=O